tert-butyl 4-(bis(4-cyanophenyl)methyl)piperazine-1-carboxylate C(#N)C1=CC=C(C=C1)C(N1CCN(CC1)C(=O)OC(C)(C)C)C1=CC=C(C=C1)C#N